4-(2-(2-quinolyl)ethenyl)phenol N1=C(C=CC2=CC=CC=C12)C=CC1=CC=C(C=C1)O